2-(5-(5-chloro-2-((oxacyclohex-4-yl)amino)pyrimidin-4-yl)-1-(2-hydroxyethyl)-3-oxoisoindolin-2-yl)-N-((R)-1-(3-methoxyphenyl)ethyl)acetamide ClC=1C(=NC(=NC1)NC1CCOCC1)C=1C=C2C(N(C(C2=CC1)CCO)CC(=O)N[C@H](C)C1=CC(=CC=C1)OC)=O